3-{[3-fluoro-2-(methylaminosulfonylamino)-4-pyridyl]methyl}-7-(3-pyridazinyloxy)-2H,3H-spiro[1,3-benzoxazine-4,1'-cyclobutan]-2-one FC=1C(=NC=CC1CN1C(OC2=C(C=CC(=C2)OC=2N=NC=CC2)C12CCC2)=O)NS(=O)(=O)NC